FC1=C(C(=CC=C1)C)C=1C=C(C=2C=C(N=CC2C1)N)NC[C@@H]1CN(CCC1)C 7-(2-fluoro-6-methyl-phenyl)-N5-[[(3R)-1-methyl-3-piperidyl]methyl]isoquinoline-3,5-diamine